N[C@H](C(=O)O)[C@H](C)O (2S,3S)-2-amino-3-hydroxy-butanoic acid